ClC=1C=C2C(=NC=NC2=CC1C=1C=CC=C2C=NC=NC12)N1CCN(CC1)C(C=C)=O 1-(4-(6-chloro-7,8'-biquinazolin-4-yl)piperazin-1-yl)prop-2-en-1-one